N-(2-Ethoxyphenyl)-6-morpholin-4-yl-N1-p-tolyl-[1,3,5]triazine-2,4-diamine C(C)OC1=C(C=CC=C1)NC1N(C(=NC(=N1)N)N1CCOCC1)C1=CC=C(C=C1)C